O=C([C@H](O)[C@@H](O)[C@H](O)[C@H](O)C(=O)[O-])[O-].[Fe+2] iron glucarate